C(=O)C=1SC=C(C1C(=O)NCC1=CC=C(C=C1)OC)C 2-Formyl-N-[(4-methoxyphenyl)methyl]-4-methylthiophene-3-carboxamide